5-(3-(3-(4-amino-3-(4-phenoxyphenyl)-1H-pyrazolo[3,4-d]pyrimidin-1-yl)pyrrolidin-1-yl)-[1,3'-biazetidin]-1'-yl)-2-(2,6-dioxopiperidin-3-yl)isoindoline NC1=C2C(=NC=N1)N(N=C2C2=CC=C(C=C2)OC2=CC=CC=C2)C2CN(CC2)C2CN(C2)C2CN(C2)C=2C=C1CN(CC1=CC2)C2C(NC(CC2)=O)=O